N-(4-chloro-3-cyano-7-methyl-thieno[3,2-c]pyridin-2-yl)carbamic acid tert-butyl ester C(C)(C)(C)OC(NC1=C(C=2C(=NC=C(C2S1)C)Cl)C#N)=O